C(C)(C)(C)OC(CCC1=CC=C(C(=N1)OC=1C=C(C=CC1)C[C@@H]1N(CC[C@@H]1NS(=O)(=O)C)C(=O)OC(C)(C)C)C)=O tert-Butyl (2S,3S)-2-[(3-{[6-(3-tert-butoxy-3-oxopropyl)-3-methylpyridin-2-yl]oxy}phenyl)methyl]-3-[(methanesulfonyl)amino]pyrrolidine-1-carboxylate